4H-benzothiophene S1CC=C2C1=CC=CC2